C(C1=CC=CC=C1)(=O)N1C(N(C=CC1=O)[C@H]1[C@@H]([C@@H]([C@H](O1)C=O)O[Si](C)(C)C(C)(C)C)COC)=O (2S,3S,4R,5R)-5-(3-benzoyl-2,4-dioxo-3,4-dihydropyrimidin-1(2H)-yl)-3-((tert-butyldimethylsilyl)oxy)-4-(methoxymethyl)tetrahydrofuran-2-carbaldehyde